CN1C(=NC2=C(C=C(C=C2C1=O)C)C(C)(C)NC1=C(C(=O)O)C=C(C=C1)F)C1CCOCC1 2-((2-(3,6-dimethyl-4-oxo-2-(tetrahydro-2H-pyran-4-yl)-3,4-dihydroquinazolin-8-yl)propan-2-yl)amino)-5-fluorobenzoic acid